sodium ((E)-N-cyano-2-((S)-1-cyclohexyl-2-methyl-pyrrolidin-2-yl)vinyl-sulfonimidoyl)((1,2,3,5,6,7-hexahydro-s-indacen-4-yl)carbamoyl)amide C(#N)N=S(=O)(\C=C\[C@]1(N(CCC1)C1CCCCC1)C)[N-]C(NC1=C2CCCC2=CC=2CCCC12)=O.[Na+]